C1(=NC=CC2=CC=CC=C12)C1=NC(=NO1)C1=CC=C(C=C1)C=1N(C=C(N1)C(F)(F)F)C 5-(isoquinolin-1-yl)-3-(4-(1-methyl-4-(trifluoromethyl)-1H-imidazol-2-yl)phenyl)-1,2,4-oxadiazole